ClC1=CC=C2C(=C1)N(C[C@@]21[C@@H](N[C@H]([C@@H]1C1=C(C(=CC=C1)Cl)F)C(=O)NC1=C(C=C(C(=O)O)C=C1)OC)CC(C)(C)C)CC1=NC=CC=C1 4-((2'S,3S,4'S,5'R)-6-chloro-4'-(3-chloro-2-fluorophenyl)-2'-neopentyl-1-(pyridin-2-ylmethyl)spiro[indoline-3,3'-pyrrolidine]-5'-carboxamido)-3-methoxybenzoic acid